((2S,4S,5S)-5-amino-4-fluorotetrahydro-2H-pyran-2-yl)((S)-1-(4-fluorophenyl)-3,4-dihydroisoquinolin-2(1H)-yl)methanone N[C@@H]1[C@H](C[C@H](OC1)C(=O)N1[C@H](C2=CC=CC=C2CC1)C1=CC=C(C=C1)F)F